CC(CC(=O)OC(C)(C)C)CC(C)(C)C tertbutyl 3,5,5-trimethylhexanoate